C[SH-]C(OC=1C=NC(=CC1C)Br)=S O-(6-bromo-4-methylpyridin-3-yl) S-methyldithiocarbonate